arginine succinate acetate C(C)(=O)O.C(CCC(=O)O)(=O)O.N[C@@H](CCCNC(N)=N)C(=O)O